4-(2-chlorophenyl)-1-tosyl-3,4-dihydropyridin-2(1H)-one ClC1=C(C=CC=C1)C1CC(N(C=C1)S(=O)(=O)C1=CC=C(C)C=C1)=O